C(#N)CC1N(CCNC1)C(=O)[O-] 2-(Cyanomethyl)piperazine-1-carboxylate